α-L-Allofuranose O[C@H]1[C@@H](O)[C@@H](O)[C@@H](O1)[C@@H](O)CO